C(=O)C=1C=C(C=CC1OCC(C)C)C=1SC(=C(N1)C)C(=O)O 2-[3-formyl-4-isobutoxyphenyl]-4-methyl-5-thiazolecarboxylic acid